di(tert-amyl) peroxide C(C)(C)(CC)OOC(C)(C)CC